3-((4-(4-(2-(4-(((5-fluoro-4-oxo-2-(2-(tetrahydro-2H-pyran-4-yl)ethyl)-3,4-dihydroquinazolin-7-yl)oxy)methyl)piperidin-1-yl)ethyl)piperazin-1-yl)phenyl)amino)piperidine-2,6-dione FC1=C2C(NC(=NC2=CC(=C1)OCC1CCN(CC1)CCN1CCN(CC1)C1=CC=C(C=C1)NC1C(NC(CC1)=O)=O)CCC1CCOCC1)=O